ethyl 2-[[6-[3-(2-chloro-4-fluoro-benzoyl)-3,8-diazabicyclo[3.2.1]octan-8-yl]-4-(2,2-dimethylpropylsulfonyl)-2-pyridyl]methylamino]-2-oxo-acetate ClC1=C(C(=O)N2CC3CCC(C2)N3C3=CC(=CC(=N3)CNC(C(=O)OCC)=O)S(=O)(=O)CC(C)(C)C)C=CC(=C1)F